C(CCCCCCCCCCCCCC=CCCCC)(=O)O 15-Eicosenoic acid